C1(CC1)C1=NN(C=C1C1=NC=CC=2C1=NC=CN2)[C@@H]2C[C@H](C2)CNC=2C=C1C(N(C(C1=CC2)=O)C2C(NC(CC2)=O)=O)=O 5-(((trans-3-(3-cyclopropyl-4-(pyrido[3,4-b]pyrazin-5-yl)-1H-pyrazol-1-yl)cyclobutyl)methyl)amino)-2-(2,6-dioxopiperidin-3-yl)isoindoline-1,3-dione